(S)-2,6-di-tert-butyloxycarbonylaminocaproic acid C(C)(C)(C)OC(=O)N[C@H](C(=O)O)CCCCNC(=O)OC(C)(C)C